(1S,2S)-2-((4'-((4-methylpiperazin-1-yl)methyl)-[1,1'-biphenyl]-4-yl)methoxycyclopentyl)-5-(4-methylthiophen-3-yl)nicotinamide CN1CCN(CC1)CC1=CC=C(C=C1)C1=CC=C(C=C1)COC1(CCCC1)C1=C(C(=O)N)C=C(C=N1)C1=CSC=C1C